2-hydroxy-2-methylpropyl (trans-4-((4-(5-(methanesulfonyl)pyridin-3-yl)-5-(trifluoromethyl)pyrimidin-2-yl)amino)cyclohexyl)(5-(1-methyl-1H-pyrazol-4-yl)pyrazin-2-yl)carbamate CS(=O)(=O)C=1C=C(C=NC1)C1=NC(=NC=C1C(F)(F)F)N[C@@H]1CC[C@H](CC1)N(C(OCC(C)(C)O)=O)C1=NC=C(N=C1)C=1C=NN(C1)C